C1(=CC=CC=C1)C(=O)NCCC(=O)NCC(=O)NC=1SC2=C(N1)C=CC(=C2)OC N-(phenylcarbonyl)-β-alanyl-N-[6-(methyloxy)-1,3-benzothiazol-2-yl]glycinamide